P(=O)(OC(CC)CC)(OC(CC)CC)[O-] di(3-pentyl) phosphate